acetoxybutynyl-bithiophene C(C)(=O)OCCC#CC1=C(SC=C1)C=1SC=CC1